COC=1C=C(C=CC1N1N=C(C=2C=NC(=CC21)NC2=NC=CNC2=O)NC)NS(=O)(=O)CCC N-(3-methoxy-4-(3-(methylamino)-6-((3-oxo-3,4-dihydropyrazin-2-yl)amino)-1H-pyrazolo[4,3-c]pyridin-1-yl)phenyl)propane-1-sulfonamide